(R)-1-(3-Chloro-4-(6-(1-methylcyclopropoxy)-9-((4-methylpyridin-2-yl)methyl)-9H-purin-8-yl)phenoxy)propan-2-ol ClC=1C=C(OC[C@@H](C)O)C=CC1C=1N(C2=NC=NC(=C2N1)OC1(CC1)C)CC1=NC=CC(=C1)C